Cl.NC1=NC(=NC=2N1N=C(N2)C=2OC=CC2)N2CC(CCC2)CN2CCN(CC2)C2=CC=C(C(=O)O)C=C2 4-(4-((1-(7-amino-2-(furan-2-yl)-[1,2,4]triazolo[1,5-a][1,3,5]triazine-5-yl)piperidin-3-yl)methyl)piperazin-1-yl)benzoic acid hydrochloride